2'-deoxy-2'-beta-fluoro-4'-azidocytidine C1=CN(C(=O)N=C1N)[C@H]2[C@H]([C@@H]([C@](O2)(CO)N=[N+]=N)O)F